CN1N=C(C2=CC=C(C=C12)[C@H]1CNCCC1)C1C(NC(CC1)=O)=O 3-(1-methyl-6-((S)-piperidin-3-yl)-1H-indazol-3-yl)piperidine-2,6-dione